C(C)C(C(=O)Cl)=C 2-ethylacryloyl chloride